1-(6-(4-Hydroxybutoxy)pyridazin-3-yl)ethan-1-one OCCCCOC1=CC=C(N=N1)C(C)=O